ClC1=C(C=C(CNCCCCOCCNC2=NC3=C(C4=CN=CC=C24)C=CC(=C3)C(=O)N)C=C1)CC#N 5-((2-(4-((4-chloro-3-(cyanomethyl)benzyl)amino)butoxy)ethyl)amino)benzo[c][2,6]naphthyridine-8-carboxamide